NC1=NC=C(C=C1OC(C)(C)C=1C=C(C=CC1)NC(C1=C(C(=CC=C1)C)Cl)=O)Cl N-(3-(2-((2-amino-5-chloropyridin-3-yl)oxy)propan-2-yl)phenyl)-2-chloro-3-methylbenzamide